3-triethoxysilylpropylsuccinic anhydride C(C)O[Si](CCCC1C(=O)OC(C1)=O)(OCC)OCC